CC1=C(OC2=C(C(=C(C=3C2=C1C=C(C3)C)C)C3=CC=CC=C3)C=3NCCCN3)C3=CC=CC=C3 2-(3,5,7-trimethyl-2,8-diphenylbenzo[de]chromen-9-yl)-1,4,5,6-tetrahydropyrimidine